1-(1-(methylamino)isoquinolin-4-yl)ethan-1-one CNC1=NC=C(C2=CC=CC=C12)C(C)=O